8-(1-(oxetan-3-yl)-1H-pyrazolo[3,4-b]pyrazin-6-yl)-2-(6-(trifluoromethyl)pyridin-3-yl)-2,8-diazaspiro[4.5]decan-1-one O1CC(C1)N1N=CC=2C1=NC(=CN2)N2CCC1(CCN(C1=O)C=1C=NC(=CC1)C(F)(F)F)CC2